COC(C(C(=O)OC)=CC1=CC=C(C=C1)OC)=O.FC=1C(=NC(=CC1)OC)C(=O)N1C2CN(CCC1CC2)CC2=C(N=C1N2C=CC=N1)C1=CC=C(C=C1)C(C)C (3-fluoro-6-methoxypyridin-2-yl)[3-{[2-(4-isopropylphenyl)imidazo[1,2-a]pyrimidin-3-yl]methyl}-3,9-diazabicyclo[4.2.1]non-9-yl]methanone Dimethyl-2-(4-Methoxybenzylidene)malonate